(Z)-N-(5-cyano-4-methyl-2-(trifluoromethyl)pyridin-3-yl)-3-(3,7-difluoro-1-(tetrahydro-2H-pyran-2-yl)-1H-indazol-6-yl)-2-fluoroacrylamide C(#N)C=1C(=C(C(=NC1)C(F)(F)F)NC(/C(=C/C1=CC=C2C(=NN(C2=C1F)C1OCCCC1)F)/F)=O)C